N4-((R)-1-(3-amino-5-(trifluoromethyl)phenyl)ethyl)-2-methyl-N6-((S)-tetrahydrofuran-3-yl)-8,9-dihydro-7H-cyclopenta[h]quinazoline-4,6-diamine NC=1C=C(C=C(C1)C(F)(F)F)[C@@H](C)NC1=NC(=NC2=C3C(=C(C=C12)N[C@@H]1COCC1)CCC3)C